N[C@H](C(=O)O)CC=1C=NNC1C(F)(F)F (2S)-2-amino-3-[5-(trifluoromethyl)-1H-pyrazol-4-yl]propanoic acid